N-(4-((2,5-dichloropyrimidin-4-yl)amino)-3-(dimethylphosphoryl)phenyl)-2,2-difluoro-N-methylacetamide ClC1=NC=C(C(=N1)NC1=C(C=C(C=C1)N(C(C(F)F)=O)C)P(=O)(C)C)Cl